C(#C)C=1C=CC=C2C=C(C=C(C12)C1=C(C=C2C(=NC(=NC2=C1F)OCC12CCCN2CCC1)N1C[C@@H](N(CC1)C(C(=C)F)=O)CC#N)F)O 2-((2S)-4-(7-(8-ethynyl-3-hydroxynaphth-1-yl)-6,8-difluoro-2-((tetrahydro-1H-pyrrolizin-7a(5H)-yl)methoxy)quinazolin-4-yl)-1-(2-fluoroacryloyl)piperazin-2-yl)acetonitrile